The molecule is an aminobenzoic acid that is benzoic acid substituted at C-2 by an amine group and at C-3 by a hydroxy group. It is an intermediate in the metabolism of the amino acid tryptophan. It has a role as a human metabolite and a mouse metabolite. It is an aminobenzoic acid and a monohydroxybenzoic acid. It derives from an anthranilic acid. It is a conjugate acid of a 3-hydroxyanthranilate. It is a tautomer of a 2,3-dihydro-3-oxoanthranilic acid. C1=CC(=C(C(=C1)O)N)C(=O)O